BrC1=C(C=CC=C1)C1=NC(=NO1)C1=CC2=C(N(N=N2)CCO)C=C1 2-{5-[5-(2-bromophenyl)-1,2,4-oxadiazol-3-yl]-1H-1,2,3-benzotriazol-1-yl}ethan-1-ol